NCCCC(CO)C1=CC(=C(C=C1)Cl)CNC1(CC1)C=1C=NC=CC1C1=C(C=CC=C1)OC1CC1 5-amino-2-[4-chloro-3-[([1-[4-(2-cyclopropoxyphenyl)pyridin-3-yl]cyclopropyl]amino)methyl]phenyl]pentan-1-ol